N1N=CC(=C1)CCNC1=NC(=NC(=C1C)C)C(=O)N1CC(C1)(F)F (4-((2-(1H-pyrazol-4-yl)ethyl)amino)-5,6-dimethylpyrimidin-2-yl)(3,3-difluoroazetidin-1-yl)methanone